2-methoxy-3-[3-(pyrrolidin-1-yl)propoxy]-7,8,9,10-tetrahydrophenanthridine trifluoroacetate FC(C(=O)O)(F)F.COC1=CC2=C3CCCCC3=CN=C2C=C1OCCCN1CCCC1